C(C)(=O)O.C12COCC(COC1)N2 (1s,5s)-3,7-dioxa-9-azabicyclo[3.3.1]nonane acetic acid salt